COC(C1=CC=C(C=C1)[S+](C1=CC=CC=C1)C1=CC=CC=C1)(C1=CC=C(C=C1)SC1=CC=CC=C1)OC {4-[dimethoxy-(4-phenylthiophenyl)methyl]phenyl}diphenylsulfonium